NC=1OC2=C(N1)C=C(C=C2)C=2N=C(N1C2C(=NC=C1)N)C(CC)CC 1-(2-aminobenzo[d]oxazol-5-yl)-3-(pent-3-yl)imidazo[1,5-a]pyrazin-8-amine